NC1=NC(=C(C(=C1C#N)OCC)C#N)C 2-amino-4-ethoxy-6-methylpyridine-3,5-dicarbonitrile